C(CCCCCC)OC(CCCCC\C=C/CCC)OCCCCCCC (4Z)-11,11-diheptyloxy-4-undecene